FC=1C=C(C=CC1)NC=1SC=C(N1)C=1SC(=C(N1)C1=CC=CC=C1)C1=CC=CC=C1 N-(3-fluorophenyl)-4,5-diphenyl-[2,4'-bithiazole]-2'-amine